C(#N)C=1C=C(C=NC1C)S(=O)(=O)NC(C(F)(F)F)C1=CC=C(C=C1)F 5-cyano-6-methyl-N-(2,2,2-trifluoro-1-(4-fluorophenyl)ethyl)pyridine-3-sulfonamide